Diphenyl-4-pyrenylphosphine C1(=CC=CC=C1)P(C=1C2=CC=CC3=CC=C4C=CC=C(C1)C4=C32)C3=CC=CC=C3